iso-Propanolat C(C)(C)[O-]